C(C)(C)C1=CC=C2C(C=3C=CC(=CC3C(C2=C1)=O)[S+](C1=CC=C(C=C1)C)C1=CC=C(C=C1)C)=S 7-isopropyl-9-oxo-10-thioxo-9,10-dihydro-anthracene-2-yl-di-p-tolylsulfonium